N-([1,1'-biphenyl]-2-sulfonyl)-6-(3,3-difluoroazetidin-1-yl)-1-benzofuran-2-carboxamide C=1(C(=CC=CC1)S(=O)(=O)NC(=O)C=1OC2=C(C1)C=CC(=C2)N2CC(C2)(F)F)C2=CC=CC=C2